The molecule is an enoate ester obtained by formal condensation of the carboxy group of 3,3-dimethylacrylic acid with the phenolic hydroxy group of dinoseb. It is a C-nitro compound and an enoate ester. It derives from a dinoseb. CCC(C)C1=C(C(=CC(=C1)[N+](=O)[O-])[N+](=O)[O-])OC(=O)C=C(C)C